N-({5-chloro-6-[(3-isoxazolylamino)methyl]-2-indolyl}methyl)1-methylcyclopropanecarboxamide ClC=1C=C2C=C(NC2=CC1CNC1=NOC=C1)CNC(=O)C1(CC1)C